C1(CCC1)NCC1=NC=CC=C1C1=CC=C(C=C1)F cyclobutyl-(3-(4-fluorophenyl)pyridin-2-yl)methylamine